C(C)(C)(C)OC(=O)N([C@H](C(=O)O)CC1CC1)C (S)-2-((t-butoxycarbonyl)(methyl)amino)-3-cyclopropylpropanoic acid